FC1=C(C(=CC2=C1CC(O2)CNCC(C)C)O)N2CC(NS2(=O)=O)=O 5-(4-fluoro-6-hydroxy-2-{[(2-methylpropyl)amino]methyl}-2,3-dihydro-1-benzofuran-5-yl)-1λ6,2,5-thiadiazolidine-1,1,3-trione